1-(1Z-octadecenyl)-2-(5Z,8Z,11Z,14Z-eicosatetraenoyl)-sn-glycero-3-phosphocholine CCCCCCCCCCCCCCCC/C=C\OC[C@H](COP(=O)([O-])OCC[N+](C)(C)C)OC(=O)CCC/C=C\C/C=C\C/C=C\C/C=C\CCCCC